NC=1C=C(C=CC1N1C(CN(CC1)C1CCOCC1)C(F)(F)F)NC=1C(N(C=C(N1)Br)C)=O 3-([3-amino-4-[4-(oxan-4-yl)-2-(trifluoromethyl)piperazin-1-yl]phenyl]amino)-5-bromo-1-methylpyrazin-2-one